CC1=CC=C(C=C1)C1=CC(=NN1C1=CC=C(C#N)C=C1)NC[C@@H]1CNCC1 4-[5-(4-methylphenyl)-3-[[(3s)-pyrrolidin-3-yl]methylamino]pyrazol-1-yl]benzonitrile